4-Carbamoyl-4-{4-[4-(3-morpholin-4-yl-propyl)-benzyloxy]-1-oxo-1,3-dihydro-isoindol-2-yl}-butyric acid methyl ester COC(CCC(N1C(C2=CC=CC(=C2C1)OCC1=CC=C(C=C1)CCCN1CCOCC1)=O)C(N)=O)=O